C(C1=CC=CC=C1)N1CCC=2C(=C(C=NC2C1)N)Cl 7-benzyl-4-chloro-5,6,7,8-tetrahydro-1,7-naphthyridin-3-amine